1-methyl-5-(2'-methyl-[1,1'-biphenyl]-4-yl)-1H-benzo[d][1,2,3]triazole-7-carboxylic acid CN1N=NC2=C1C(=CC(=C2)C2=CC=C(C=C2)C2=C(C=CC=C2)C)C(=O)O